OC1=C(C=C(C=C1)N1C(C2=CC=C(C=C2CC1)C1=CC=C(C=C1)C(=O)N1CCCCC1)=O)NS(=O)(=O)C N-(2-hydroxy-5-(1-oxo-6-(4-(piperidine-1-carbonyl)phenyl)-3,4-dihydroisoquinolin-2(1H)-yl)phenyl)methanesulfonamide